C1(=CC=CC=C1)C=1C(=NC=CC1)C1=NC=CN=C1 (phenylpyridineyl)pyrazine